N(=[N+]=[N-])[C@H]1[C@H]2OC[C@@]([C@H]3[C@@H]1OC(O3)(C)C)(O2)CO ((3aR,4S,7S,8R,8aR)-8-azido-2,2-dimethyltetrahydro-4,7-epoxy[1,3]dioxolo[4,5-d]oxepin-4(5H)-yl)methanol